1-(8Z,11Z,14Z,17Z-eicosatetraenoyl)-2-eicosanoyl-sn-glycero-3-phosphocholine CCCCCCCCCCCCCCCCCCCC(=O)O[C@H](COC(=O)CCCCCC/C=C\C/C=C\C/C=C\C/C=C\CC)COP(=O)([O-])OCC[N+](C)(C)C